N-octadecyl-2-cyano-3-tetrahydropyranyloxypyridin-4-one C(CCCCCCCCCCCCCCCCC)N1C(=C(C(C=C1)=O)OC1OCCCC1)C#N